FC(C(=O)N[C@H](CO)C)(F)F 2,2,2-Trifluoro-N-[(1S)-2-hydroxy-1-methylethyl]acetamide